3,5-dimethyl-1H-indene CC1=CCC2=CC=C(C=C12)C